3-((4-(3,5-dimethylisoxazol-4-yl)-2-nitrophenyl)amino)cyclopentanol CC1=NOC(=C1C1=CC(=C(C=C1)NC1CC(CC1)O)[N+](=O)[O-])C